Ethyl 2-((2-(5-cyanopyridin-2-yl)ethyl)amino)-2-phenylacetate C(#N)C=1C=CC(=NC1)CCNC(C(=O)OCC)C1=CC=CC=C1